FCC1=CC=CC=2N(C=NC21)CC2=CC=C(C=C2)B(O)O 4-((4-(fluoromethyl)-1,3-benzodiazol-1-yl)methyl)phenylboronic acid